[N+](=O)([O-])C=1C(=NC(NC1)=O)N 5-nitrocytosine